C(C1=CC=CC=C1)OC1=CC=C(C=N1)CC1=NOC(=C1)C=1C(=NC=CC1)N (3-((6-(benzyloxy)pyridin-3-yl)methyl)isoxazol-5-yl)pyridin-2-amine